(S)-3-(1H-pyrazol-4-yl)-6-(tetrahydrofuran-3-yl)imidazo[1,2-b]pyridazine N1N=CC(=C1)C1=CN=C2N1N=C(C=C2)[C@H]2COCC2